N-(4-((2-amino-3-(cyclohexylethynyl)pyridin-4-yl)oxy)-3-fluorophenyl)-1-(3-fluoropyridin-2-yl)-5-(trifluoromethyl)-1H-pyrazole-4-carboxamide NC1=NC=CC(=C1C#CC1CCCCC1)OC1=C(C=C(C=C1)NC(=O)C=1C=NN(C1C(F)(F)F)C1=NC=CC=C1F)F